(Z)-5-((6-chloro-1H-indol-3-yl)methylene)-3-(4-fluorobenzyl)imidazolidine-2,4-dione ClC1=CC=C2C(=CNC2=C1)\C=C/1\C(N(C(N1)=O)CC1=CC=C(C=C1)F)=O